N[C@H]1C[C@](NCC1)(C(=O)O)CCCCB(O)O (2S,4R)-4-amino-2-(4-boronobutyl)piperidine-2-carboxylic acid